(S)-(-)-2-(4-hydroxyphenoxy)propionic acid OC1=CC=C(O[C@H](C(=O)O)C)C=C1